FC(C(=O)N1[C@H]([C@H](CCC1)NS(=O)(=O)C)CO[C@@H]1CC[C@@H](CC1)C1=CC=CC=C1)F N-(cis-1-(difluoroacetyl)-2-(((cis-4-phenylcyclohexyl)oxy)methyl)-piperidin-3-yl)methanesulfonamide